(1s,4s)-2'-bromo-4-(3-chloroanilino)spiro[cyclohexane-1,1'-indene]-4-carbonitrile BrC=1C2(C3=CC=CC=C3C1)CCC(CC2)(C#N)NC2=CC(=CC=C2)Cl